hydroxy-N,N,N-trimethyl-4-oxobutan-1-aminium OC(CCC=O)[N+](C)(C)C